The molecule is pteridine substituted at positions 2, 4 and 7 with amino groups and at position 6 with a phenyl group. A sodium channel blocker, it is used as a diuretic in the treatment of hypertension and oedema. It has a role as a diuretic and a sodium channel blocker. C1=CC=C(C=C1)C2=NC3=C(N=C(N=C3N=C2N)N)N